[Na].C1(=CC=CC2=CC=CC=C12)S(=O)(=O)OC methyl naphthalenesulfonate sodium salt